3-(1-((benzyloxy)carbonyl)pyrrolidin-2-yl)propionic acid C(C1=CC=CC=C1)OC(=O)N1C(CCC1)CCC(=O)O